[C@H](C)(CC)[C@@H]1N=C(C2=C(N(C1=O)CC(=O)NS(N(C)C)(=O)=O)C=CC(=C2)Cl)C2=CC=CC=C2 2-((S)-3-((S)-sec-butyl)-7-chloro-2-oxo-5-phenyl-2,3-dihydro-1H-benzo[e][1,4]diazepin-1-yl)-N-(N,N-dimethylsulfamoyl)acetamide